F[P-](F)(F)(F)(F)F.CN1C(N(C(C(C1=O)=NOC(=[N+](C)C)N(C)C)=O)C)=O N-{[1,3-Dimethyl-2,4,6-trioxotetrahydropyrimidin-5(6H)-ylidenaminooxy](dimethylamino)methylen}-N-methylmethanaminium hexafluorophosphate